OCCN1CC=2C(=NC=CC2C1=O)N[C@@H](C)C1=CC=C(C=C1)OC1=CC=C(C=C1)C (S)-2-(2-hydroxyethyl)-4-((1-(4-(p-tolyloxy)phenyl)ethyl)amino)-2,3-dihydro-1H-pyrrolo[3,4-c]pyridin-1-one